(S)-(+)-2-methyl-1-[(4-methyl-5-isoquinolinyl)sulfonyl]homopiperazine dihydrochloride Cl.Cl.C[C@@H]1N(CCCNC1)S(=O)(=O)C1=C2C(=CN=CC2=CC=C1)C